C(C)C=1C=2N(C=C(N1)C)N=C(C2)CO (4-ethyl-6-methylpyrazolo[1,5-a]pyrazin-2-yl)methanol